FC=1C=C(C(=O)NC)C=CC1C=1N=C2SC3=C(N2C1)C=CC(=C3)[N+](=O)[O-] 3-fluoro-N-methyl-4-(7-nitrobenzo[d]imidazo[2,1-b]thiazol-2-yl)benzamide